N-[(1R)-1-(3-Bromo-4-fluoro-phenyl)ethyl]-2-methyl-5-(4-methylpiperazin-1-yl)benzamide BrC=1C=C(C=CC1F)[C@@H](C)NC(C1=C(C=CC(=C1)N1CCN(CC1)C)C)=O